N1N=CC=C1C1=NC=2N(C(NC(C2N1)=O)=O)CC1=C(C=C(C(=C1)F)F)F 8-(1H-pyrazol-5-yl)-3-(2,4,5-trifluorobenzyl)-3,7-dihydro-1H-purine-2,6-dione